N-(3-chloro-2-methylphenyl)-2-[(4-chloro-phenyl)-[4-[methyl(methylsulfonyl)amino]phenyl]methylene]-hydrazinecarboxamide ClC=1C(=C(C=CC1)NC(=O)NN=C(C1=CC=C(C=C1)N(S(=O)(=O)C)C)C1=CC=C(C=C1)Cl)C